(6-cyclopropyl-8-(4-ethylpiperazin-1-yl)imidazo[1,2-a]pyridin-2-yl)methanol C1(CC1)C=1C=C(C=2N(C1)C=C(N2)CO)N2CCN(CC2)CC